P(=O)(O)(O)[O-].C(CCCCCCCCCCCCCCC)[N+](C)(C)CCO Cetyl-(2-hydroxyethyl)dimethylammonium dihydrogen phosphate